FC=1C(=C(C(=O)NC23CC(C2)(C3)C(F)(F)F)C=CC1)S(=O)(=O)C 3-fluoro-2-(methylsulfonyl)-N-(3-(trifluoromethyl)bicyclo[1.1.1]pentan-1-yl)benzamide